N1=CC=C(C=C1)C=1C(=NN2C1CN(CC2)C(=O)OC(C)(C)C)C=2C=CC1=C(N(N=N1)COCC[Si](C)(C)C)C2 tert-butyl 3-(pyridin-4-yl)-2-(1-{[2-(trimethylsilyl)ethoxy]methyl}-1H-benzotriazol-6-yl)-6,7-dihydropyrazolo[1,5-a]pyrazine-5(4H)-carboxylate